tert-butyl 4-(7-((2-bromophenyl)amino)-1-methyl-6,7-dihydro-5H-benzo[c][1,2,3]triazolo[1,5-a]azepin-9-yl)-5,6-dihydropyridine-1(2H)-carboxylate BrC1=C(C=CC=C1)NC1C2=C(C=3N(CC1)N=NC3C)C=CC(=C2)C2=CCN(CC2)C(=O)OC(C)(C)C